C(C)OC(CC1=C(C=C(C=C1)OC)OCC1=C(OC2=C1C=C(C=C2C2CC2)C2=CC(=CC=C2)CN)C(F)F)=O.C(C)(=O)C2=C(C=CC=C2)\C=C\C(=O)C2=CC=CC=C2 acetyl-chalcone ethyl-2-(2-((5-(3-(aminomethyl)phenyl)-7-cyclopropyl-2-(difluoromethyl)benzofuran-3-yl)methoxy)-4-methoxyphenyl)acetate